OC1=NC=CC(=C1)C1=CC=CC=C1 2-hydroxy-4-phenylpyridine